COC1=CC=C(C2=CC=CC=C12)C1CC(C(O1)=O)=C 5-(4-methoxynaphthalen-1-yl)-3-methylenedihydrofuran-2(3H)-one